N1=C(N=C(N=C1C1=CC=C(C(=O)O)C=C1)C1=CC=C(C(=O)O)C=C1)C1=CC=C(C(=O)O)C=C1 4,4',4''-s-triazine-2,4,6-triyltribenzoic acid